N1=C2C(=C(C=C1)C(=O)O)CCOC2 5,8-dihydro-6H-pyrano[3,4-b]pyridine-4-carboxylic acid